C(CCCCC(=O)OC(C)C)(=O)OC(C)C DIISOPROPYL ADIPATE